4-Methyl-3-oxo-3,4-dihydro-2H-benzo[b][1,4]oxazine-6-carbaldehyde CN1C2=C(OCC1=O)C=CC(=C2)C=O